methyl 5-(((tert-butoxycarbonyl)(methyl)amino)methyl)-6-methoxynicotinate C(C)(C)(C)OC(=O)N(C)CC=1C(=NC=C(C(=O)OC)C1)OC